The molecule is a carboxylic ester resulting from the formal condensation of the carboxylic acid group of octanoic (caprylic) acid with the anomeric hydroxy group of beta-D-glucuronic acid. It has a role as a metabolite. It is a beta-D-glucosiduronic acid, an octanoate ester and an O-acyl carbohydrate. It derives from a beta-D-glucuronic acid. CCCCCCCC(=O)O[C@H]1[C@@H]([C@H]([C@@H]([C@H](O1)C(=O)O)O)O)O